CN1N=CC(=C1)C=1C=C2C=C(N=CC2=CC1)NC(=O)[C@H]1CNCCC1 (R)-N-(6-(1-methyl-1H-pyrazol-4-yl)isoquinolin-3-yl)piperidine-3-carboxamide